NC1=NC=CC2=C1C(=CN2[C@H]2C[C@@H](N(C2)C(=O)OC(C)(C)C)COC)C#CC=2C=CC1=C(N(C(=N1)C)C)C2 (2R,4S)-tert-butyl 4-(4-amino-3-((1,2-dimethyl-1H-benzo[d]imidazol-6-yl)ethynyl)-1H-pyrrolo[3,2-c]pyridin-1-yl)-2-(methoxymethyl)pyrrolidine-1-carboxylate